1-(1,3,5,6,7,8-Hexahydro-2,4,7-triaza-cyclopenta[b]naphthalen-2-yl)-2-[1-(2-trifluoromethyl-pyridin-4-yl)-azetidin-3-yl]-ethanone C1N(CC=2C1=CC=1CNCCC1N2)C(CC2CN(C2)C2=CC(=NC=C2)C(F)(F)F)=O